CN1N=CC(=C1)C=1C=C2C(=NC=NN2C1)N1CC2CCC(C1)N2C(=O)OC(C)(C)C tert-butyl 3-(6-(1-methyl-1H-pyrazol-4-yl) pyrrolo[2,1-f][1,2,4]triazin-4-yl)-3,8-diazabicyclo[3.2.1]octane-8-carboxylate